The molecule is a beta-D-glucosylceramide in which a beta-D-glucosyl residue attached to the primary hydroxyl group of N-tricosanoyl-14-methylhexadecasphingosine. It is a metabolite of the nematode Caenorhabditis elegans. It has a role as a Caenorhabditis elegans metabolite. It derives from a 14-methylhexadecasphingosine and a tricosanoic acid. CCCCCCCCCCCCCCCCCCCCCCC(=O)N[C@@H](CO[C@H]1[C@@H]([C@H]([C@@H]([C@H](O1)CO)O)O)O)[C@@H](/C=C/CCCCCCCCC(C)CC)O